tert-Butyl N-[(6R,12R)-6,9-dihydroxy-12-methyl-6,15-bis(trifluoromethyl)-13,19-dioxa-3,4,18-triazatricyclo[12.3.1.12,5]nonadeca-1(18),2,4,14,16-pentaen-17-yl]carbamate O[C@]1(C2=NN=C(C=3C(=CC(=C(O[C@@H](CCC(CC1)O)C)N3)C(F)(F)F)NC(OC(C)(C)C)=O)O2)C(F)(F)F